[H-].C1=CC=C2C=CC3=CC=CC4=CC=C1C2=C34 pyrene hydride